C(#N)C=1C=C(C=CC1)C=1N=C(SC1C1=CC(=NC(=C1)C(F)(F)F)C)NC(=O)N1C[C@H](NCC1)C (3R)-N-[4-(3-Cyanophenyl)-5-[2-methyl-6-(trifluoromethyl)-4-pyridyl]thiazol-2-yl]-3-methyl-piperazin-1-carboxamid